ClC1=C(C=C(C=C1)[C@@H]1N(C(OC1)(C)C)C(=O)OC(C)(C)C)N1N=CC=N1 tert-butyl (S)-4-(4-chloro-3-(2H-1,2,3-triazol-2-yl)phenyl)-2,2-dimethyloxazolidine-3-carboxylate